N(CCCN)CCCN 3,3'-iminobis(propylamine)